4-[[(2S,3R,4S,SR)-3-[2-(cyclobutoxy)-3,4-difluoro-phenyl]-4,5-dimethyl-5-(trifluoromethyl)tetrahydrofuran-2-carbonyl]amino]pyridine-2-carboxamide C1(CCC1)OC1=C(C=CC(=C1F)F)[C@@H]1[C@H](O[C@@]([C@H]1C)(C(F)(F)F)C)C(=O)NC1=CC(=NC=C1)C(=O)N |&1:16|